C(C)C1=CC(=NC=C1)NC1=CC=C2C=CNC2=C1 N-(4-ethylpyridin-2-yl)-1H-indol-6-amine